FC1=CC2=C(N=C(N=C2O)[C@H]2CN(CCC2)C(=O)OC(C)(C)C)N=C1C1=C(C=C(C=C1C)C)OC tert-butyl (3R)-3-[6-fluoro-4-hydroxy-7-(2-methoxy-4,6-dimethyl-phenyl)pyrido[2,3-d]pyrimidin-2-yl]piperidine-1-carboxylate